O=C1NC2=CC=CC=C2C(N1CC(=O)NC(C)C1=CC(=C(C(=C1)OC)OC)OC)=O 1,4-Dihydro-2,4-dioxo-N-[1-(3,4,5-trimethoxyphenyl)ethyl]-3(2H)-quinazolineacetamide